COC(C=1C(C(=O)OC)=C(C=CC1)NC=1C(=CC2=C(N(C=N2)C)C1)C1=CC(=C(C=C1)OC)F)=O 3-((5-(3-Fluoro-4-methoxyphenyl)-1-methyl-1H-benzo[d]imidazol-6-yl)amino)phthalic acid dimethyl ester